6-(4-amino-6-quinolyl)-N-[3-(dimethylamino)cyclohexyl]pyridine-2-carboxamide NC1=CC=NC2=CC=C(C=C12)C1=CC=CC(=N1)C(=O)NC1CC(CCC1)N(C)C